5-(2,2-difluorovinyl)-10-fluoro-5-methylindolo[2,1-a]isoquinolin-6(5H)-one FC(=CC1(C(N2C(C=3C=CC=CC13)=CC=1C=C(C=CC12)F)=O)C)F